3-(7-((3-Cyano-4-fluorobenzyl)oxy)-9-oxo-3,4,11,11a-tetrahydro-1H-pyrazino[1',2':3,4]imidazo[1,2-c]pyrimidin-2(9H)-yl)propanoic acid C(#N)C=1C=C(COC=2C=C3N(C(N2)=O)CC2N3CCN(C2)CCC(=O)O)C=CC1F